CC1(CN(CC1)CCNC(C1=CN=C(C(=C1)NC1=NN(C2=NC(=NC=C21)NC=2C=NC=NC2)C)C)=O)C N-(2-(3,3-dimethylpyrrolidin-1-yl)ethyl)-6-methyl-5-((1-methyl-6-(pyrimidin-5-ylamino)-1H-pyrazolo[3,4-d]pyrimidin-3-yl)amino)nicotinamide